ethyl 2-(((S)-3-(5-chloro-2-fluorophenyl)-3-(4-isopropylpiperazin-1-yl)propyl)(methyl)amino)-2-(3-methyl-2-((1r,4S)-4-(2,2,2-trifluoroethoxy) cyclohexyl)phenyl)acetate ClC=1C=CC(=C(C1)[C@H](CCN(C(C(=O)OCC)C1=C(C(=CC=C1)C)C1CCC(CC1)OCC(F)(F)F)C)N1CCN(CC1)C(C)C)F